cyclopenta[b]pyrrole N1=C2C(C=C1)=CC=C2